NC1=NC(N(C=C1Br)[C@@H]1O[C@]([C@H]([C@H]1OC(C)=O)OCC1=CC=CC=C1)(C#N)COCC1=CC=CC=C1)=O acetic acid (2R,3R,4S,5R)-2-(4-amino-5-bromo-2-oxopyrimidin-1(2H)-yl)-4-(benzyloxy)-5-((benzyloxy) methyl)-5-cyanotetrahydrofuran-3-yl ester